C(CCC)C1=CC=C(C=C1)C=1C(=CC=CC1C)[C@]1([C@@H](C(=CC(=C1)F)F)C1CCCCC1)N=C=S trans-4''-butylcyclohexyl-3'-methyl-3,5-difluoro-1-isothiocyanatoterphenyl